[1-[[6-chloro-2-(1-methyl-1,2,4-triazol-3-yl)-3-pyridinyl]amino]ethyl]-4-ethyl-3-(2-hydroxyethyl)-7-methyl-pyrazolo[3,4-c]isoquinolin-5-one ClC1=CC=C(C(=N1)C1=NN(C=N1)C)NC(C)C1=NN(C=2N(C(C=3C=C(C=CC3C21)C)=O)CC)CCO